FC=1C=C2CN(CC2=CC1F)C(CSC=1SC=CN1)=O 1-(5,6-difluoro-1,3-dihydro-2H-isoindol-2-yl)-2-(1,3-thiazol-2-ylsulfanyl)ethanone